C12C3=CC=CC=C3C(C(C=C1)=O)N2 12-azatricyclo[6.3.1.02,7]Dodeca-2,4,6,10-tetraen-9-one